3-(6-{1-[(tert-butyldimethylsilyl)oxy]but-3-en-1-yl}-4-methylpyridin-3-yl)-7-chloro-1-methyl-1,6-naphthyridin-2-one [Si](C)(C)(C(C)(C)C)OC(CC=C)C1=CC(=C(C=N1)C=1C(N(C2=CC(=NC=C2C1)Cl)C)=O)C